2-(2-fluorophenyl)pyridine FC1=C(C=CC=C1)C1=NC=CC=C1